C(C=CCCC=C)(=O)O 2,6-HEPTADIENOIC ACID